COC1=CC(=C(C=C1)NC(C(C(C)=O)CC)=O)C N-(4-methoxy-2-methylphenyl)-2-ethyl-3-oxobutanamide